ethylenedioxydiacetic acid methyl-6-(3-methyl-3H-imidazo[4,5-c]pyridin-7-yl)-5-(methylamino)-3-((4-(piperidin-4-yloxy)phenyl)amino)pyrazine-2-carboxylate COC(=O)C1=NC(=C(N=C1NC1=CC=C(C=C1)OC1CCNCC1)NC)C=1C2=C(C=NC1)N(C=N2)C.C(OCC(=O)O)COCC(=O)O